CC1=C(CNC=2C=3N(C=C(C2)NC(=O)NC(C)C)C(=C(N3)C)C)C(=CC=C1)C 1-(8-((2,6-dimethylbenzyl)amino)-2,3-dimethylimidazo[1,2-a]pyridin-6-yl)-3-isopropylurea